ClC1=C(C=C(C=C1)OC(F)(F)F)C=1C=C2CC3(C(NC2=CC1)=O)CN(CC3)C#N 6'-(2-Chloro-5-(trifluoromethoxy)phenyl)-2'-oxo-1',4'-dihydro-2'H-spiro[pyrrolidin-3,3'-chinolin]-1-carbonitril